Ethyl-oleate C(C)OC(CCCCCCC\C=C/CCCCCCCC)=O